3-[4-(4-aminobutyl)-3-methyl-2-oxo-benzimidazol-1-yl]piperidine-2,6-dione NCCCCC1=CC=CC=2N(C(N(C21)C)=O)C2C(NC(CC2)=O)=O